NC=1C(=CC(=CC1C)C=1C=C(C(N)=C(C1)C)C)C 4,4'-Bi-2,6-xylidine